S1C(=CC=C1)C=1SC=CC1C=1SC=CC1 terthiophenyl